CN(CCO)C1=CC=C(C=C1)[N+](=O)[O-] 2-[methyl-(4-nitro-phenyl)-amino]-ethanol